CC1(NC2(CCC2)C(C(C1)=O)C(=O)OC(C)(C)C)C tert-butyl 6,6-dimethyl-8-oxo-5-azaspiro[3.5]nonane-9-carboxylate